3-acetyl-1-(1-(4-methyl-6-((1R,5S)-2-oxo-3-azabicyclo[3.1.0]hexan-3-yl)pyridin-3-yl)ethyl)-1H-pyrazole-4-carboxylic acid C(C)(=O)C1=NN(C=C1C(=O)O)C(C)C=1C=NC(=CC1C)N1C([C@@H]2C[C@@H]2C1)=O